CC1=C(C(=C(C2=C1O[C@](CC2)(C)CCC[C@H](C)CCC[C@H](C)CCCC(C)C)C)OC(=O)C3=CN=CC=C3)C (+/-)-alpha-tocopherol nicotinate